C(CCCCCCCCCCCCCCCCC)NCCCN N-octadecyl-propane-1,3-diamine